BrC1=CC=C(C=C1)C1(CCCC1)C=1N=C(SC1)N 4-(1-(4-Bromophenyl)cyclopentyl)thiazol-2-amine